(R)-6-(3-methylmorpholinyl)-1-oxo-2,3-dihydro-1H-pyrrolo[3,4-c]pyridine-4-carboxylic acid methyl ester COC(=O)C1=NC(=CC2=C1CNC2=O)N2[C@@H](COCC2)C